3-acrylamido-2,2-dimethylpropyl (4-benzoylphenyl) carbonate C(OCC(CNC(C=C)=O)(C)C)(OC1=CC=C(C=C1)C(C1=CC=CC=C1)=O)=O